[Na+].P(=O)([O-])(O)O.[Cl-].C[NH2+]C dimethyl-ammonium chloride phosphate Sodium